tert-butyl (2R,5S)-4-(3-formyl-1-tosyl-1H-pyrrolo[3,2-c]pyridin-4-yl)-2,5-dimethylpiperazine-1-carboxylate C(=O)C1=CN(C2=C1C(=NC=C2)N2C[C@H](N(C[C@@H]2C)C(=O)OC(C)(C)C)C)S(=O)(=O)C2=CC=C(C)C=C2